2-(1-(o-methylphenyl)-1H-pyrazol-5-yl)propan-2-ol CC1=C(C=CC=C1)N1N=CC=C1C(C)(C)O